O=C1N(C(C=C1)=O)CCCCCC(C(F)(F)F)NCC(=O)O 2-((7-(2,5-dioxo-2,5-dihydro-1H-pyrrol-1-yl)-1,1,1-trifluoroheptan-2-yl)amino)acetic acid